C(C)(C)C1=C(C(=CC=C1)C(C)C)N1CNCC1 2,6-diisopropylphenylimidazolidin